NC1=NC(=C(C=C1C=1C=C2C(=CNC(C2=CC1)=O)F)C1=CC=C(C=C1)[C@]12CN(C[C@@H]2C1)C1CCC1)F 6-(2-amino-5-(4-((1S,5R)-3-cyclobutyl-3-azabicyclo[3.1.0]hexan-1-yl)phenyl)-6-fluoropyridin-3-yl)-4-fluoroisoquinolin-1(2H)-one